[C@H]1(CC[C@@]12OCCCC2)N2N=CC(=C2)C=2C(=C(C=CC2)NC2=C(N=NC(=C2)NC(=O)C2CC2)C(=O)N)OC 4-((3-(1-((1R,4R)-5-oxaspiro[3.5]nonan-1-yl)-1H-pyrazol-4-yl)-2-methoxyphenyl)amino)-6-(cyclopropanecarboxamido)pyridazine-3-carboxamide